2,3-dimethyl-1,4-diamino-butane CC(CN)C(CN)C